CC1(OCCC12CC=C(CC2)C2=NN(C=C2CN(CCN(C(OC(C)(C)C)=O)C)C)[C@@H]2OCCCC2)C |r| (R/S)-tert-butyl N-(2-[[(3-[1,1-dimethyl-2-oxaspiro[4.5]dec-7-en-8-yl]-1-(oxacyclohex-2-yl)-1H-pyrazol-4-yl) methyl] (methyl) amino] ethyl)-N-methylcarbamate